FC(C=1OC(=NN1)C1=CC(=C(C(=C1)F)CN1N=C(N=N1)C1(CC1)C1=NC=CN=C1)F)F 2-(Difluoromethyl)-5-[3,5-difluoro-4-[[5-(1-pyrazin-2-ylcyclopropyl)tetrazol-2-yl]methyl]phenyl]-1,3,4-oxadiazole